OSO.[Co].[Ni] nickel cobalt hydroxysulfide